CN(C/C=C/C(=O)N1CCN(CC1)[C@H]1C=2C(NCC1)=C(N(N2)C2=CC=C(C=C2)OC2=CC=CC=C2)C(=O)N)C (7R)-7-{4-[(2E)-4-(dimethylamino)but-2-enoyl]piperazin-1-yl}-2-(4-phenoxyphenyl)-4,5,6,7-tetrahydro-2H-pyrazolo[4,3-b]pyridine-3-carboxamide